FC(CC1=CC2=C(N=C(N=C2)NC2CCN(CC2)S(=O)(=O)N)N(C1=O)C1C(CCC1)(C)O)F 4-((6-(2,2-difluoroethyl)-8-(2-hydroxy-2-methylcyclopentyl)-7-oxo-7,8-dihydropyrido[2,3-d]pyrimidin-2-yl)amino)piperidine-1-sulfonamide